4-methyl-5-phenyl-1,3-cyclohexanedione CC1C(CC(CC1C1=CC=CC=C1)=O)=O